1-(4-(trifluoromethyl)phenyl)cyclobutyl 4-((2-(dimethylamino)ethyl)amino)-2-methylene-4-oxobutanoate CN(CCNC(CC(C(=O)OC1(CCC1)C1=CC=C(C=C1)C(F)(F)F)=C)=O)C